3-(4-{2,5-diazabicyclo[2.2.2]octan-2-yl}phenyl)piperidine-2,6-dione hydrochloride Cl.C12N(CC(NC1)CC2)C2=CC=C(C=C2)C2C(NC(CC2)=O)=O